6-[2,3-difluoro-4-[4-(4-propylcyclohexyl)cyclohexyl]-phenyl]-2,3-difluoro-phenol FC1=C(C=CC(=C1F)C1CCC(CC1)C1CCC(CC1)CCC)C1=CC=C(C(=C1O)F)F